(3S,4R)-4-((7-(tert-butyl)-5-fluoropyrrolo[2,1-f][1,2,4]triazin-2-yl)amino)tetrahydro-2H-pyran-3-ol C(C)(C)(C)C1=CC(=C2C=NC(=NN21)N[C@H]2[C@@H](COCC2)O)F